S1C2=C(C(=C1)C=1N=C(C3=C(N1)N(C(C3)=O)C(C)C)NCCC3=CC=C(C=C3)O)C=CC=C2 2-(benzo[b]thiophen-3-yl)-4-((4-hydroxyphenethyl)amino)-7-isopropyl-5,7-dihydro-6H-pyrrolo[2,3-d]pyrimidin-6-one